2-(imino)-naphthalenecarbonitrile N=C1C(C2=CC=CC=C2C=C1)C#N